C(C)(C)C=1C=CC(=C(C1)C1=CC=C2CC3(C(NC2=C1)=O)CN(CC3)C(=O)OC(C)(C)C)OC tert-butyl 7'-(5-isopropyl-2-methoxyphenyl)-2'-oxo-2',4'-dihydro-1'H-spiro[pyrrolidine-3,3'-quinoline]-1-carboxylate